3-(1-(4-bromophenyl)ethyl)-5-chloro-3H-[1,2,3]triazolo[4,5-d]pyrimidine BrC1=CC=C(C=C1)C(C)N1N=NC2=C1N=C(N=C2)Cl